N(=[N+]=[N-])C1CN(CC1)C=1C2=C(N=C(N1)C(C)(C)C)N(N=N2)CC2=NON=C2C 7-(3-azidopyrrolidin-1-yl)-5-tert-butyl-3-[(4-methyl-1,2,5-Oxadiazol-3-yl)methyl]-3H-[1,2,3]Triazolo[4,5-d]Pyrimidine